ClC=1C=C2C(CCC(C2=CC1)C(=O)OCC)(C)C ethyl 6-chloro-4,4-dimethyl-tetralin-1-carboxylate